O=C([C@@H](O)[C@H](O)[C@@H](O)[C@H](O)CO)OC methyl idonate